2-bromo-5-methoxypyridine BrC1=NC=C(C=C1)OC